NC1=CC(=C(C(=O)O)C=C1)OC 4-amino-2-methoxybenzoic acid